[Br].FC(CC1=NN=CN1C)(F)C=1C=C(N)C=CC1 3-(1,1-difluoro-2-(4-methyl-4H-1,2,4-triazol-3-yl)ethyl)aniline bromine